NC=CC(=O)NC1=CC=C(C=C1)CC1N(CCN(CCN(CCN(C1)CC=1N(C(C=CC1)=O)OCC1=CC=CC=C1)CC=1N(C(C=CC1)=O)OCC1=CC=CC=C1)CC=1N(C(C=CC1)=O)OCC1=CC=CC=C1)CC=1N(C(C=CC1)=O)OCC1=CC=CC=C1 3-amino-N-(4-{[1,4,7,10-tetrakis({[1-(phenylmethoxy)-6-oxopyridin-2-yl]methyl})-1,4,7,10-tetraazacyclododecan-2-yl]methyl}phenyl)acrylamide